C(\C=C\C(=O)O)(=O)O.FC=1C(=C(C=CC1F)C(=O)N1CC(C1)([C@H]1NCCCC1)O)NC1=C(C=C(C=C1)I)F.FC=1C(=C(C=CC1F)C(=O)N1CC(C1)(O)[C@H]1NCCCC1)NC1=C(C=C(C=C1)I)F [3,4-difluoro-2-(2-fluoro-4-iodoanilino)phenyl]{3-hydroxy-3-[(2S)-piperidin-2-yl]azetidin-1-yl}methanone hemifumarate